C1(CC1)C=1C=CC(=NC1F)C(NC(=O)C1N(CC(C1)F)C(CN1C(NC(C(=C1)C)=O)=O)=O)C1=CC=CC=C1 N-[(5-cyclopropyl-6-fluoropyridin-2-yl)(phenyl)methyl]-4-fluoro-1-[2-(5-methyl-2,4-dioxo-1,2,3,4-tetrahydropyrimidin-1-yl)acetyl]pyrrolidine-2-carboxamide